4-[2-(4-fluorophenyl)-2,6-diazaspiro[3.4]oct-6-yl]-1-methyl-2-oxo-1,2-dihydroquinoline-3-carboxamide FC1=CC=C(C=C1)N1CC2(C1)CN(CC2)C2=C(C(N(C1=CC=CC=C21)C)=O)C(=O)N